folic acid (pteroylglutamate) C(C1=CC=C(NCC2=CN=C3N=C(N)NC(=O)C3=N2)C=C1)(=O)N[C@@H](CCC(=O)O)C(=O)O.C(CC[C@@H](C(=O)O)NC(=O)C1=CC=C(NCC2=CN=C3N=C(N)NC(=O)C3=N2)C=C1)(=O)O